ClC=1C=CC(=C(C1)C1OC(=C(C1=O)OS(=O)(=O)C1=CC=CC=C1)N)F 2-(5-chloro-2-fluorophenyl)-4-[[phenylsulfonyl]oxy]-5-amino-3(2H)-furanone